O=C1NC(CCC1N1C(N(C2=C1C=CC(=C2)OCCOCCNC(OC(C)(C)C)=O)C)=O)=O tert-butyl N-[2-[2-[1-(2,6-dioxo-3-piperidyl)-3-methyl-2-oxo-benzimidazol-5-yl]oxyethoxy]ethyl]carbamate